(oxybis(methylene))bis(2-ethylpropane-2,1,3-triyl) tetraacrylate C(C=C)(=O)OCC(COC(C=C)=O)(CC)COCC(COC(C=C)=O)(COC(C=C)=O)CC